3-((4-(dodecyloxy)-3-fluorophenyl)sulfonyl)-4-(4-(4-ethylpiperazin-1-yl)-[1,4'-bipiperidin]-1'-yl)-6-(methylsulfinyl)quinoline C(CCCCCCCCCCC)OC1=C(C=C(C=C1)S(=O)(=O)C=1C=NC2=CC=C(C=C2C1N1CCC(CC1)N1CCC(CC1)N1CCN(CC1)CC)S(=O)C)F